C(C=C)C1=CC=2N(C3=CC=C(C=C3C2C=C1)Br)C(C(=O)O)(C)N1C(C2=CC=CC=C2C1=O)=O (2-allyl-6-bromo-9H-carbazol-9-yl)-2-(1,3-dioxoisoindolin-2-yl)propionic acid